CC=1C(=C(C=NC1)NCC=1C=C2N=CC=NC2=CC1)O[C@H]1CN[C@H](C1)C 5-Methyl-4-(((3R,5S)-5-methylpyrrolidin-3-yl)oxy)-N-(quinoxalin-6-ylmethyl)pyridin-3-amine